(2S,4R)-4-fluoro-N-[(S)-[6-fluoro-5-(propan-2-yl)pyridin-2-yl](phenyl)methyl]-1-[2-(4-methyl-5-oxo-4,5-dihydro-1H-1,2,4-triazol-3-yl)acetyl]pyrrolidine-2-carboxamide F[C@@H]1C[C@H](N(C1)C(CC1=NNC(N1C)=O)=O)C(=O)N[C@@H](C1=CC=CC=C1)C1=NC(=C(C=C1)C(C)C)F